CC1OC(C=2C(=C3C4C(C(OC3=CC2CCCCC)(C)C)CCC(=C4)C)O1)=O 2,8,8,11-Tetramethyl-5-pentyl-8a,9,10,12a-tetrahydro-4H,8H-benzo[c][1,3]dioxino[4,5-f]chromen-4-on